N1-[2-(dimethylamino)ethyl]-N1-methyl-2-(1-methylpyrazol-4-yl)benzene-1,4-diamine CN(CCN(C1=C(C=C(C=C1)N)C=1C=NN(C1)C)C)C